1-(2-(4-bromophenoxy)ethyl)-4-methylpiperidin-4-ol BrC1=CC=C(OCCN2CCC(CC2)(O)C)C=C1